C(C)NCCC1=CNC2=CC(=C3C(=C12)OCC3)F N-ethyl-2-(4-fluoro-3,6-dihydro-2H-furo[2,3-e]indol-8-yl)ethan-1-amine